4-(4-propylcyclohexyl)cyclohexanecarbaldehyde C(CC)C1CCC(CC1)C1CCC(CC1)C=O